BrC=1C(=CC2=C(N(CC(NS2)CCC=C)C2=CC=CC=C2)C1)OC 7-bromo-3-(but-3-en-1-yl)-8-methoxy-5-phenyl-2,3,4,5-tetrahydrobenzo[f][1,2,5]thiadiazepine